FC(COC(C(N1[C@H](CC[C@@H](C1)C)C=1C=NC=C(C1)OC)=O)=O)(F)F.O=C(C(=O)N)N1[C@H](CC[C@@H](C1)C)C=1C=NC=C(C1)OC |r| 2-Oxo-2-[rac-(2R,5S)-2-(5-methoxy-3-pyridyl)-5-methyl-1-piperidyl]acetamide 2,2,2-Trifluoroethyl-2-oxo-2-[rac-(2R,5S)-2-(5-methoxy-3-pyridyl)-5-methyl-1-piperidyl]acetate